(R)-1-methyl-5-((1-methyl-1H-pyrazol-4-yl)methyl)-N-(1-methylcyclopropyl)-6-oxo-2,3,5,6-tetrahydro-1H-pyrimido-[1,2-a]quinazoline-8-sulfonamide C[C@@H]1CCN=C2N1C1=CC=C(C=C1C(N2CC=2C=NN(C2)C)=O)S(=O)(=O)NC2(CC2)C